5-[4-[2-[3-[4-(2-carboxyethyl)-2,6-dichloro-phenoxy]propoxy]ethoxy]-3,5-dichloro-anilino]pyridazine-4-carboxylic acid C(=O)(O)CCC1=CC(=C(OCCCOCCOC2=C(C=C(NC=3C(=CN=NC3)C(=O)O)C=C2Cl)Cl)C(=C1)Cl)Cl